(2R,4R)-6-chloro-7-fluoro-4-hydroxy-N-(3-{4-[(1s,3S)-3-(trifluoromethoxy)cyclobutyl]-1H-imidazol-1-yl}bicyclo[1.1.1]pentan-1-yl)-3,4-dihydro-2H-1-benzopyran-2-carboxamide ClC=1C(=CC2=C([C@@H](C[C@@H](O2)C(=O)NC23CC(C2)(C3)N3C=NC(=C3)C3CC(C3)OC(F)(F)F)O)C1)F